6-(4-chloro-3-fluorophenyl)-2-(3-fluorophenyl)-N-[(2S)-1-hydroxypropan-2-yl]-3-oxo-2,3-dihydropyridazine-4-carboxamide ClC1=C(C=C(C=C1)C=1C=C(C(N(N1)C1=CC(=CC=C1)F)=O)C(=O)N[C@H](CO)C)F